C(C)(C)(C1=CC=CC=C1)OOC(C)(CCC(C)(C)OOC(C)(C)C1=CC=CC=C1)C 2,5-di(cumylperoxy)-2,5-dimethyl-hexane